BrC1=CC=2C=3C4=C(C=CC3N(C2C=C1)C1=CC=CC=C1)C=CC=C4 10-bromo-7-phenyl-7H-benzo[C]carbazole